FC=1C=C2C(=CN(C2=CC1)CC(C)(N)C)C 1-(5-fluoro-3-methyl-1H-indol-1-yl)-2-methylpropan-2-amine